CC1=C(CB)C=CC=C1 o-methylbenzylborane